[4-(4-fluoro-3-methyl-phenyl)sulfonylmorpholin-2-yl]-N-(2-hydroxyethyl)benzothiophene-2-carboxamide FC1=C(C=C(C=C1)S(=O)(=O)N1CC(OCC1)C1=C(SC2=C1C=CC=C2)C(=O)NCCO)C